OC(C)(C)C1=NN=C(S1)C=1C(=CC(=NC1)C1=CC=C2N1N=CC(=C2)C#N)NC(C)C 7-(5-(5-(2-hydroxy-prop-2-yl)-1,3,4-thiadiazol-2-yl)-4-(isopropylamino)pyridin-2-yl)pyrrolo[1,2-b]pyridazine-3-carbonitrile